methyl (2S,4R)-1-((4-phenoxybutanoyl)glycyl)-4-(p-tolyloxy)pyrrolidine-2-carboxylate O(C1=CC=CC=C1)CCCC(=O)NCC(=O)N1[C@@H](C[C@H](C1)OC1=CC=C(C=C1)C)C(=O)OC